2-(5-methylbenzo[d]thiazol-2-yl)aniline CC=1C=CC2=C(N=C(S2)C2=C(N)C=CC=C2)C1